C(=O)=C1NC=CC=C1.[Ru] ruthenium carbonyl-pyridine